FC1=C(C(=CC(=C1)N1C=NC(=C1)C(C)(C)O)F)C=1N=C2N(C=CC(=C2)C)C1C[C@H]1CN(CCO1)C(=O)OC methyl (S)-2-((2-(2,6-difluoro-4-(4-(2-hydroxypropan-2-yl)-1H-imidazol-1-yl)phenyl)-7-methylimidazo[1,2-a]pyridin-3-yl)methyl)morpholine-4-carboxylate